N3-Cyclopropyl-N5-methyl-1-(4-methylbenzyl)-1H-pyrazole-3,5-dicarboxamide C1(CC1)NC(=O)C1=NN(C(=C1)C(=O)NC)CC1=CC=C(C=C1)C